N-(7-(2-(tert-butylamino)-2-oxoethyl)-7-azaspiro[3.5]non-1-yl)-3,4-dichlorobenzamide C(C)(C)(C)NC(CN1CCC2(CCC2NC(C2=CC(=C(C=C2)Cl)Cl)=O)CC1)=O